N-benzyl-5-fluoro-1-(hydroxymethyl)indene-1-carboxamide C(C1=CC=CC=C1)NC(=O)C1(C=CC2=CC(=CC=C12)F)CO